1-(2,4-bis(methoxymethoxy)-6-((3-methylbut-2-en-1-yl)oxy)phenyl)ethan-1-one COCOC1=C(C(=CC(=C1)OCOC)OCC=C(C)C)C(C)=O